ethyl(cyclopentylethyl)phosphinate C(C)P([O-])(=O)CCC1CCCC1